C1=CC=CC=2C3=CC=CC=C3C(C12)COC(=O)[C@](N)(CCCCNC(=O)OC(C)(C)C)C(=O)O 2-(((9H-fluoren-9-yl)methoxy)carbonyl)-N6-(tert-butoxycarbonyl)-L-lysine